1-(4-bromo-5-fluoro-2-methoxyphenyl)-N-(isoxazol-3-yl)-N-(4-methoxybenzyl)-2-oxo-1,2-dihydroquinoline-6-sulfonamide BrC1=CC(=C(C=C1F)N1C(C=CC2=CC(=CC=C12)S(=O)(=O)N(CC1=CC=C(C=C1)OC)C1=NOC=C1)=O)OC